4-[2-[3-[3-[[Ethyl(methyl)sulfamoyl]amino]-2,6-difluoro-benzoyl]-1H-pyrrolo[2,3-b]pyridin-5-yl]ethynyl]benzoic acid C(C)N(S(=O)(=O)NC=1C(=C(C(=O)C2=CNC3=NC=C(C=C32)C#CC3=CC=C(C(=O)O)C=C3)C(=CC1)F)F)C